N-[(1R)-1-[3-(difluoromethyl)-2-fluorophenyl]ethyl]-6-(piperazin-1-yl)quinolin-4-amine FC(C=1C(=C(C=CC1)[C@@H](C)NC1=CC=NC2=CC=C(C=C12)N1CCNCC1)F)F